3-cyclopropyl-N-[(2Z)-imidazolidin-2-ylidene]-4-[(3-{[1-(2-methylpropyl)cyclopropyl]carbamoyl}phenyl)amino]benzamide C1(CC1)C=1C=C(C(=O)N=C2NCCN2)C=CC1NC1=CC(=CC=C1)C(NC1(CC1)CC(C)C)=O